ethyl 6-(2-chloro-4-cyano-anilino)-4-(isopropylamino)pyridine-3-carboxylate ClC1=C(NC2=CC(=C(C=N2)C(=O)OCC)NC(C)C)C=CC(=C1)C#N